BrC=1C=NC(=NC1)N1CCN(CC1)C(C)C1=CC2=C(CCO2)C=C1 5-bromo-2-(4-(1-(2,3-dihydrobenzofuran-6-yl)ethyl)piperazin-1-yl)pyrimidine